N-(4-([1,2,4]triazolo[1,5-a]pyridin-7-yloxy)-3-methylphenyl)-5-(2-azabicyclo[2.2.2]octan-5-yl)pyrrolo[2,1-f][1,2,4]triazin-4-amine N=1C=NN2C1C=C(C=C2)OC2=C(C=C(C=C2)NC2=NC=NN1C2=C(C=C1)C1C2CNC(C1)CC2)C